1,3-diiodo-2-propanol ICC(CI)O